C(C)OC(C(C)(C)Br)=O ethyl-2-bromoisobutyrate